ClC1=CC=2N(C3=CC=CC=C3C2C=C1)C1=C(C=CC=C1)C1=CC=CC2=C1OC1=C2C=CC=C1 2-chloro-9-(2-(dibenzo[b,d]furan-4-yl)phenyl)-9H-carbazole